OC[C@H](C)NC1=NC=C(C(=N1)C1=NNC2=C(C=CC=C12)P(C)(C)=O)C(F)(F)F (S)-(3-(2-((1-hydroxy-prop-2-yl)amino)-5-(trifluoromethyl)pyrimidin-4-yl)-1H-indazol-7-yl)dimethylphosphine oxide